(S)-N-((S)-1-(5-(1,5-naphthyridin-3-yl)-1H-imidazol-2-yl)-7-oxononyl)-6-methyl-6-azaspiro[2.5]octane-1-carboxamide N1=CC(=CC2=NC=CC=C12)C1=CN=C(N1)[C@H](CCCCCC(CC)=O)NC(=O)[C@H]1CC12CCN(CC2)C